3-(1-oxo-5-(((1S,2S)-2-(3-phenylazetidin-1-yl)cyclopentyl)oxy)isoindolin-2-yl)piperidine-2,6-dione O=C1N(CC2=CC(=CC=C12)O[C@@H]1[C@H](CCC1)N1CC(C1)C1=CC=CC=C1)C1C(NC(CC1)=O)=O